1-[(1S)-1-(ethoxymethyl)-2-(4-octyloxyphenyl)ethyl]imidazo[4,5-c]quinolin-4-amine C(C)OC[C@H](CC1=CC=C(C=C1)OCCCCCCCC)N1C=NC=2C(=NC=3C=CC=CC3C21)N